1-[4-[6-[3-chloro-6-(trifluoromethyl)pyrazolo[4,3-c]pyridin-2-yl]-5-ethylsulfanyl-3-pyridyl]phenyl]cyclopropanecarbonitrile ClC=1N(N=C2C1C=NC(=C2)C(F)(F)F)C2=C(C=C(C=N2)C2=CC=C(C=C2)C2(CC2)C#N)SCC